ClC1=C(C(=C(C=C1OC)OC)Cl)C=1N(C(C=2C=C(N=CC2C1)N[C@H]1[C@H](COC1)NC(C=C)=O)=O)C N-((3R,4S)-4-((7-(2,6-dichloro-3,5-dimethoxyphenyl)-6-methyl-5-oxo-5,6-dihydro-2,6-naphthyridin-3-yl)amino)tetrahydrofuran-3-yl)acrylamide